C(C)(C)(C)OC(=O)N1C(CC2=C(CC1)C=C(C=C2)O)C 7-hydroxy-2-methyl-1,2,4,5-tetrahydro-3H-benzo[d]azepine-3-carboxylic acid tert-butyl ester